6-amino-4',5'-dihydro-1H,2'H-spiro[quinazoline-2,3'-thiophen]-4(3H)-one NC=1C=C2C(NC3(CSCC3)NC2=CC1)=O